C(C1=CC=CC=C1)NC(C=1C(O)=CC=CC1)=O N-benzylsalicylamide